tert-Butyl 7-[(4,4,5,5-tetramethyl-1,3,2-dioxaborolan-2-yl)methylene]-2-azaspiro[3.5]nonane-2-carboxylate CC1(OB(OC1(C)C)C=C1CCC2(CN(C2)C(=O)OC(C)(C)C)CC1)C